6-[3-(3-chlorophenyl)-1,2,4-oxadiazol-5-yl]-2-[(5-fluoropyridin-3-yl)methyl]pyridazin-3-one ClC=1C=C(C=CC1)C1=NOC(=N1)C=1C=CC(N(N1)CC=1C=NC=C(C1)F)=O